2-((2-chloro)ethynyl)pyridine ClC#CC1=NC=CC=C1